C(#N)C1=CC=C(C(=O)NC2(CCC2)C2=CC=C(C=C2)C=2C=NC(=CC2)C(C)O)C=C1 4-cyano-N-(1-(4-(6-(1-hydroxyethyl)pyridin-3-yl)phenyl)cyclobutyl)benzamide